CC(CO)(CCCCCCCCCCCCCCCC)O 2-methyl-octadecane-1,2-diol